FC(C(C(F)(F)F)(F)F)(F)C1=C(C(=O)N)C=C(C=C1)NC(C1=C(C=CC(=C1)[N+](=O)[O-])SC1=NN=NN1CCCO)=O 2-(1,1,2,2,3,3,3-heptafluoropropyl)-5-[[2-[1-(3-hydroxypropyl)tetrazol-5-yl]sulfanyl-5-nitro-benzoyl]amino]benzamide